p-[(diiodomethyl)sulfonyl]toluene tert-butyl-(R)-1'-oxohexahydro-1'H-spiro[azetidine-3,4'-pyrrolo[1,2-a]pyrazine]-1-carboxylate C(C)(C)(C)OC(=O)N1CC2(CNC([C@@H]3N2CCC3)=O)C1.IC(S(=O)(=O)C1=CC=C(C)C=C1)I